1-(thieno[2,3-d]pyrimidin-4-yl)piperidin-4-amine N1=CN=C(C2=C1SC=C2)N2CCC(CC2)N